COC(=O)C1=C[C@H](OC(C)=O)[C@H]([C@@H](O1)[C@H](OC(C)=O)[C@H](OC(C)=O)COC(C)=O)NC(C)=O.C(C)(C)OC=1C=C(C=CC1N1C[C@H](CC1)OC1=NC=C(C=C1)C(F)(F)F)C1=CC=CC=C1 (S)-2-(1-(3-Isopropoxybiphenyl-4-yl)pyrrolidin-3-yloxy)-5-(trifluoromethyl)pyridine Methyl-5-acetamido-4,7,8,9-tetra-O-acetyl-3,5-dideoxy-2,6-anhydro-D-glycero-D-galacto-non-2-enonate